COC1=CC=C(C=C1)CN1C2=C(N[C@@H](C1)[C@@H](O)C1=CC=CC=C1)N=CC=C2 (S)-[(3S)-1-[(4-methoxyphenyl)methyl]-3,4-dihydro-2H-pyrido[2,3-b]pyrazin-3-yl]-phenyl-methanol